C(C)(C)(C)O\C(\NC(C)C)=N/C(C)C (Z)-O-tert-butyl-N,N'-diisopropylisourea